1H-pyrrolo[3,2-b]pyridin-5-yl formate C(=O)OC1=CC=C2C(=N1)C=CN2